C(CN)C(C(=O)O)F (+)-4-AMINO-2-FLUOROBUTYRIC ACID